N1=C(C=CC=C1)[C@@H](C)NC(=O)[C@@H]1CN(CC[C@H]1NC(=O)C1=NOC(=C1)C1=C(C=C(C=C1F)F)F)C1CCCCC1 (3R,4R)-1-cyclohexyl-4-{[5-(2,4,6-trifluoro-phenyl)-isoxazole-3-carbonyl]-amino}-piperidine-3-carboxylic acid ((R)-1-pyridin-2-yl-ethyl)-amide